F[C@@](C(=O)O)(C)C1=CC(=C(C(=C1)F)F)F (αs)-α,3,4,5-tetrafluoro-phenylpropionic acid